(E)-ethyl 4-(2-ethoxy-2-oxoethylidene)-3-methylpiperidine-1-carboxylate C(C)OC(\C=C/1\C(CN(CC1)C(=O)OCC)C)=O